O=C(CN1CCC(CC1)NC1=C2C=C(C=NC2=CC=C1)C(=O)NC1=CC=CC=C1)N1[C@@H](C[C@@H](C1)F)C#N 5-[[1-[2-oxo-2-[(2S,4S)-2-cyano-4-fluoro-pyrrolidin-1-yl]ethyl]-4-piperidyl]amino]-N-phenyl-quinoline-3-carboxamide